3-(methylamino)cyclohexane-1-ol CNC1CC(CCC1)O